ClC1=CC=C(C=C1)C1=N[C@H](C=2N(C3=C1C(=C(S3)C)C)C(=NN2)C)CC(=O)N(C)CCCCCCN(C(OCCCC)=O)C butyl (S)-(6-(2-(4-(4-chlorophenyl)-2,3,9-trimethyl-6H-thieno[3,2-f][1,2,4]triazolo[4,3-a][1,4]diazepin-6-yl)-N-methylacetamido)hexyl)(methyl)carbamate